ethyl 7-[5-(bromomethyl)-1-methyl-3-(2,2,2-trifluoroethyl)-1H-pyrazol-4-yl]-1-[4-(methylamino)butyl]-3-[3-(naphthalen-1-yloxy)propyl]-1H-indole-2-carboxylate hydrochloric acid salt Cl.BrCC1=C(C(=NN1C)CC(F)(F)F)C=1C=CC=C2C(=C(N(C12)CCCCNC)C(=O)OCC)CCCOC1=CC=CC2=CC=CC=C12